phenyl-2-fluorobenzenesulfonate C1(=CC=CC=C1)OS(=O)(=O)C1=C(C=CC=C1)F